S(=O)(=O)(O)C1C(=O)N(C(C1)=O)C(=O)CCS(=O)(=O)CCC(=O)N1C(C(CC1=O)S(=O)(=O)O)=O Bis[2-(sulfosuccinimidocarbonyl) ethyl] sulfone